3-((7-(8-chloronaphthalen-1-yl)-8-fluoro-2-((tetrahydro-1H-pyrrolizin-7a(5H)-yl)methoxy)pyrido[4,3-d]pyrimidin-4-yl)amino)-2-hydroxypropanamide ClC=1C=CC=C2C=CC=C(C12)C1=C(C=2N=C(N=C(C2C=N1)NCC(C(=O)N)O)OCC12CCCN2CCC1)F